2,4-dichloro-6-(3-dibenzofuranyl)-1,3,5-triazine ClC1=NC(=NC(=N1)Cl)C=1C=CC2=C(OC3=C2C=CC=C3)C1